pentaerythritol tetrakistrifluoroacetate FC(C(=O)O)(F)F.FC(C(=O)O)(F)F.FC(C(=O)O)(F)F.FC(C(=O)O)(F)F.OCC(CO)(CO)CO